1-(4-methoxybenzyl)pyridine COC1=CC=C(CN2CC=CC=C2)C=C1